C(C)(C)(C)OC(NC1=NC=CC(=C1)F)=O (4-fluoro-pyridin-2-yl)-carbamic acid tert-butyl ester